N-methyl-N-[(1S)-1-(2-pyrimidin-2-yl-1,2,4-triazol-3-yl)ethyl]-8-(trifluoromethyl)-6-(trifluoromethylsulfonyl)quinazolin-4-amine CN(C1=NC=NC2=C(C=C(C=C12)S(=O)(=O)C(F)(F)F)C(F)(F)F)[C@@H](C)C=1N(N=CN1)C1=NC=CC=N1